FC(C)(F)C=1C=C(C=CC1)N1C(N=C(C=C1)C)C1=CC=C(C=C1)OC(F)F N-[3-(1,1-difluoroethyl)phenyl]-2-[4-(difluoromethoxy)phenyl]-4-methyl-pyrimidine